6-((4-Hydroxybutyl)(methyl)amino)undecane-1,11-diyl dicyclotetradecanecarboxylate C1(CCCCCCCCCCCCC1)C(=O)OCCCCCC(CCCCCOC(=O)C1CCCCCCCCCCCCC1)N(C)CCCCO